C(C)[C@H]1N(CCCNC1)S(=O)(=O)C1=C2C=CN=C(C2=CC=C1)OC (R)-5-((2-ethyl-1,4-diazepan-1-yl)sulfonyl)-1-methoxyisoquinoline